C(#N)N1[C@H]2[C@@H](C[C@@H]1CC2)NC(=O)C2=CC=C1C(=NN(C1=C2)C)C2=NC(=CC=C2)C N-((1R,2R,4S)-7-cyano-7-azabicyclo[2.2.1]heptan-2-yl)-1-methyl-3-(6-methyl-2-pyridinyl)-1H-indazole-6-carboxamide